C(=CCS(=O)(=O)[O-])S(=O)(=O)[O-].[Na+].[Na+] sodium 1,3-propenedisulfonate